OC1=C(C(=O)C2=CC=CC=C2)C=CC(=C1)OC(C(=C)C)=O 2-hydroxy-4-(methacryloxy)benzophenone